N-[(3-fluoropyridin-2-yl)methyl]-2-[2-({2-[5-(pyridin-2-yl)-1H-imidazol-2-yl]ethyl}amino)ethyl]-[1,3]thiazolo[5,4-d]pyrimidin-7-amine FC=1C(=NC=CC1)CNC=1C2=C(N=CN1)SC(=N2)CCNCCC=2NC(=CN2)C2=NC=CC=C2